CN(C1CCN(CC1)CC1=CC=C(N=N1)N)C 6-((4-(dimethylamino)piperidin-1-yl)methyl)pyridazin-3-amine